C(CCCCCCCCCCCCCCCCCCCCC)(=O)OC methyl docosanate